methyl allyl thiosulfinate CSS(=O)CC=C